diglycerin trioleate C(CCCCCCC\C=C/CCCCCCCC)(=O)O.C(CCCCCCC\C=C/CCCCCCCC)(=O)O.C(CCCCCCC\C=C/CCCCCCCC)(=O)O.OCC(O)CO.OCC(O)CO